N-[(6-Amino-2-pyridyl)sulfonyl]-5-(1H-indazol-4-yl)-2-(2,2,4-trimethylpyrrolidin-1-yl)pyridin-3-carboxamid NC1=CC=CC(=N1)S(=O)(=O)NC(=O)C=1C(=NC=C(C1)C1=C2C=NNC2=CC=C1)N1C(CC(C1)C)(C)C